((4-((4-cyanophenyl)amino)-6,7-dihydro-5H-cyclopenta[d]pyrimidin-2-yl)thio)butanoic acid C(#N)C1=CC=C(C=C1)NC=1C2=C(N=C(N1)SC(C(=O)O)CC)CCC2